NC1=C(C=C(C(=O)OC)C=C1NC[C@H]1OCC1)OCC(=O)N(C)C Methyl (S)-4-amino-3-(2-(dimethylamino)-2-oxoethoxy)-5-((oxetan-2-ylmethyl)amino)benzoate